FC(CNC(N(C1=NC=C(C=C1)C=1C=NC(=NC1)OC)[C@@H]1CC[C@H](CC1)NC1=NC=C(C(=N1)C1=NN(C=C1)C(F)F)C(F)(F)F)=O)F 3-(2,2-difluoroethyl)-1-(trans-4-((4-(1-(difluoromethyl)-1H-pyrazol-3-yl)-5-(trifluoromethyl)pyrimidin-2-yl)amino)cyclohexyl)-1-(5-(2-methoxypyrimidin-5-yl)pyridin-2-yl)urea